CN1N=CC(=C1)C=1N=C2C(=NC1)N(N=N2)C[C@H]2OCCN(C2)C2=NC=C(C=N2)N2CC(C2)CN2CCN(CC2)C(=O)OC(C)(C)C tert-butyl (S)-4-((1-(2-(2-((5-(1-methyl-1H-pyrazol-4-yl)-1H-[1,2,3]triazolo[4,5-b]pyrazin-1-yl)methyl)morpholino)pyrimidin-5-yl)azetidin-3-yl)methyl)piperazine-1-carboxylate